P(=O)(O)(O)OC1CCCC(O1)OC1=C(C=CC=C1C(C)C)C(C)C 2-(2,6-diisopropylphenoxy)tetrahydropyran-6-yl dihydrogenphosphate